2-(6-Bromo-4-fluoro-indazol-2-yl)-oxo-pyrrolidine-1-carboxylate BrC=1C=C(C2=CN(N=C2C1)C1N(CCC1=O)C(=O)[O-])F